C(C)(C)(C)NC(C1=CC=C(C=C1)NC1=NC(=NC(=N1)N)N)=O N-tertiary butyl-4-[(4,6-diamino-1,3,5-triazine-2-yl)amino]benzamide